C(C)(=O)N[C@H]1CCC2=C(C3=CC=C(C(C=C13)=O)C(=O)OC)C(=C(C(=C2)OC)OC)OC Methyl (S)-7-acetamido-1,2,3-trimethoxy-9-oxo-5,6,7,9-tetrahydrobenzo[a]heptalen-10-carboxylate